methyl 6-vinylpyridine-3-carboxylate C(=C)C1=CC=C(C=N1)C(=O)OC